C12N(CC(CC1)CC2)CCNC(=O)C=2C=CC(=NC2)C 5-((2-(2-azabicyclo[2.2.2]octan-2-yl)ethyl)carbamoyl)-2-methylpyridin